OC1=C(C=CC(=C1)Cl)Cl 2-hydroxy-1,4-dichlorobenzene